ClC=1C(=C(C=CC1)N1CCN(CC1)C(CN1N=C(C=2CC(CCC12)F)C(=O)N1CCC(CC1)O)=O)C 1-(4-(3-Chloro-2-methylphenyl)piperazin-1-yl)-2-(5-fluoro-3-(4-hydroxypiperidin-1-carbonyl)-4,5,6,7-tetrahydro-1H-indazol-1-yl)ethan-1-on